NC1=NC=NN2C1=C(C(=N2)C2=C(C=C(C=C2)NC(C(=C)F)=O)OC)C2=CC(=C(C(=O)NC1CC(C1)F)C=C2)OC 4-(4-amino-6-(4-(2-fluoroacrylamido)-2-methoxyphenyl)pyrazolo[5,1-f][1,2,4]triazin-5-yl)-N-(3-fluorocyclobutyl)-2-methoxybenzamide